ClC=1C=C(C=CC1F)NC1=NC(=NC2=CC=C(C=C12)NC(C1=CC=C(C=C1)C(F)(F)F)=O)C1=CC2=CC=CC=C2C=C1 N-(4-((3-Chloro-4-fluorophenyl)amino)-2-(naphthalen-2-yl)quinazolin-6-yl)-4-(trifluoromethyl)benzamide